C(C)(=O)C1N[C@@]2([C@@H]([C@@H]3[C@H]1[C@@H](CN3CC(C)C)C2)CC(C)C)C(=O)NCC(C)C |o1:5,6,7,8,9| (3S*,3aS*,6S*,7R*,7aS*)-4-acetyl-N,1,7-triisobutyloctahydro-6H-3,6-methanopyrrolo[3,2-c]pyridine-6-carboxamide